FC(C=1C=C(C=CC1)CN1CC(CC2=CC=CC=C12)N)(F)F 1-[[3-(trifluoromethyl)phenyl]methyl]-3,4-dihydro-2H-quinolin-3-amine